(4-(4,4,5,5-tetramethyl-1,3,2-dioxaborolane-2-yl)-5-((triisopropylsilyl)acetyleneyl)naphthalen-2-yl)carbamate CC1(OB(OC1(C)C)C1=CC(=CC2=CC=CC(=C12)C#C[Si](C(C)C)(C(C)C)C(C)C)NC([O-])=O)C